N-(2-hydroxypropyl)-aminomethanol OC(CNCO)C